The molecule is a member of the class of pyrimidones that is 4-amino-5-hydroxy-2,5-dihydropyrimidin-2-one in which the hydrogen at position 6 by a 5-methyl-2-oxo-1,2,3,4-tetrahydropyrimidin-4-yl group. It has a role as a Mycoplasma genitalium metabolite. It is a pyrimidone, an aminopyrimidine, a ring assembly and a hydroxypyrimidine. CC1=CNC(=O)NC1C2=NC(=O)N=C(C2O)N